N-[(3S)-5-methyl-4-oxo-2,3-dihydro-1,5-benzoxazepin-3-yl]-5-(2,2,2-trifluoroethyl)-1,4,5,7-tetrahydropyrano[3,4-c]pyrazole-3-carboxamide CN1C([C@H](COC2=C1C=CC=C2)NC(=O)C=2C1=C(NN2)COC(C1)CC(F)(F)F)=O